C(C)(C)(C)[C@@]1(N([C@@H](CN(C1)C1=NC=C(C=2C1=NC=CN2)C(N)=O)C)C(=O)OC=2C(=NC=C(C2C=2NC=CN2)CN2CCOCC2)C)C 4-(1H-imidazol-2-yl)-2-methyl-5-(morpholinomethyl)pyridin-3-ol tert-butyl-(2S,6R)-4-(8-carbamoylpyrido[3,4-b]pyrazin-5-yl)-2,6-dimethyl-piperazine-1-carboxylate